C=1(C(=CC=C2C=C3C=CC=CC3=CC12)S(=O)(=O)[O-])S(=O)(=O)OC.[Li+] lithium methyl anthracenedisulfonate